3-bromo-6-chloropyrazine BrC=1C=NC(=CN1)Cl